BrC1=CC(=C2C(N(C(NC2=C1)=O)C=1C2=C(C=NC1)C=NN2C)=O)OC 7-bromo-5-methoxy-3-(1-methyl-1H-pyrazolo[4,3-c]pyridin-7-yl)quinazoline-2,4(1H,3H)-dione